C1=NC=CC=2CCCCC12 5,6-dihydro-8H-isoquinolin